N-(6-(2-(2-(((1r,4r)-4-aminocyclohexyl)amino)pyrimidin-5-yl)ethyl)pyridazin-3-yl)-2-chlorobenzenesulfonamide NC1CCC(CC1)NC1=NC=C(C=N1)CCC1=CC=C(N=N1)NS(=O)(=O)C1=C(C=CC=C1)Cl